di-tert-butyl (4-(8-(5-cyclobutyl-2-ethoxy-4-(5-fluoropyridin-2-yl)benzyl)-2-oxo-1-oxa-3,8-diazaspiro[4.5]decan-3-yl)phenyl)phosphonate C1(CCC1)C=1C(=CC(=C(CN2CCC3(CN(C(O3)=O)C3=CC=C(C=C3)P(OC(C)(C)C)(OC(C)(C)C)=O)CC2)C1)OCC)C1=NC=C(C=C1)F